ClC1=C(C(=CC=C1Cl)OCOC)C1N(CC(C1)=CC(=O)OCC)C(=O)[O-] 2-[2,3-dichloro-6-(methoxymethoxy)phenyl]-4-(2-ethoxy-2-oxoethylidene)pyrrolidine-1-carboxylate